FC1=CC(=C(C=C1)O)[C@@H]1N(CCC1)C=1C=CC=2N(N1)C(=CN2)C2=NC=CC(=C2)CO (R)-4-fluoro-2-(1-(3-(4-(hydroxymethyl)pyridin-2-yl)imidazo[1,2-b]pyridazin-6-yl)pyrrolidin-2-yl)phenol